FC(S(=O)(=O)OC[C@@]1(OC2=C(C(=C(C(=C2CC1)C)OCC1=CC=CC=C1)C)C)C)(F)F (R)-(6-(benzyloxy)-2,5,7,8-tetramethylchroman-2-yl)methyl Trifluoromethanesulfonate